NC1=C(C=NN1)C1O[C@@H]([C@H]2OC(O[C@H]21)(C)C)CO 5-amino-4-((3aS,6R,6aR)-6-(hydroxymethyl)-2,2-dimethyltetrahydrofuro[3,4-d][1,3]dioxol-4-yl)-1H-pyrazole